ClC1=CN(C=2N=NC(=CC21)C(=O)NC2CC=1C=CC(=NC1CC2)N2CC(C(C2)NC)CF)CC 5-chloro-7-ethyl-N-{2-[3-(fluoromethyl)-4-(methylamino)pyrrolidin-1-yl]-5,6,7,8-tetrahydroquinolin-6-yl}-7H-pyrrolo[2,3-c]pyridazine-3-carboxamide